BrC1=CC(=C(C=C1F)N1C[C@@H](CC1)N(CC(F)(F)F)C)[N+](=O)[O-] (R)-1-(4-bromo-5-fluoro-2-nitrophenyl)-N-methyl-N-(2,2,2-trifluoroethyl)pyrrolidin-3-amine